6-phenyl-4-(tert-butyldimethylsilyl)-1-hexene-5-yne-4-ol C1(=CC=CC=C1)C#CC(CC=C)(O)[Si](C)(C)C(C)(C)C